CCCCCCCC(CC(=O)OC(CCCCCCC)CC(=O)O)O The molecule is a carboxylic ester that is the O-3-hydroxydecanoyl derivative of 3-hydroxydecanoic acid. It is a hydroxy monocarboxylic acid and a carboxylic ester. It is a conjugate acid of a 3-hydroxydecanoyl-3-hydroxydecanoate.